phenylphosphonic acid, O,O-diethyl ester C1(=CC=CC=C1)P(OCC)(OCC)=O